C1(CC1)NC[C@H]1CN(C[C@H]1O)C(=O)[O-] (3S,4S)-3-cyclopropylaminomethyl-4-hydroxypyrrolidine-carboxylate